C(CCC)NC1=CC=C(C=C1)NCCCC N,N'-dibutyl-p-phenylenediamine